4-((5-chloro-4-(1-isopropyl-1H-pyrazol-4-yl)pyrimidin-2-yl)amino)-N-(4-fluoro-3-methylphenyl)-3-methoxybenzamide ClC=1C(=NC(=NC1)NC1=C(C=C(C(=O)NC2=CC(=C(C=C2)F)C)C=C1)OC)C=1C=NN(C1)C(C)C